Tert-butyl-4-oxopiperidinone C(C)(C)(C)N1C(CC(CC1)=O)=O